1-(6,7-dichloro-9-(thiophen-2-yl)-1,3,4,5-tetrahydro-2H-pyrrolo[3,2-c:4,5-c']dipyridin-2-yl)-2-hydroxyethan-1-one ClC1=C2C(=C(N=C1Cl)C=1SC=CC1)C=1CN(CCC1N2)C(CO)=O